C(C)OC=1C=C2C=CC(=CC2=CC1)C=1C=C(C(=NC1)C(=O)NCC(C(=O)O)(C)C)O 3-(5-(6-ethoxynaphthalen-2-yl)-3-hydroxypicolinamido)-2,2-dimethylpropanoic acid